BrC1=C(C=CC=C1)C(C(=O)NC1CCCCC1)N(C(=O)C1=CN=CN1)C1=CC=C(C=C1)C(C)(C)C N-(1-(2-bromophenyl)-2-(cyclohexylamino)-2-oxoethyl)-N-(4-(tert-butyl)phenyl)-1H-imidazole-5-carboxamide